ClC1=C(C=C(C=C1)F)C1C=2N(CC(N1)=O)C(=CC2[N+](=O)[O-])C(=O)OCC ethyl 1-(2-chloro-5-fluorophenyl)-8-nitro-3-oxo-1,2,3,4-tetrahydropyrrolo[1,2-a]pyrazine-6-carboxylate